C(C1=CC=CC=C1)OC=1C(=C(C(=CC1)C)C1=NC(=CC2=C1N=CNC2=O)Cl)C 8-(3-(benzyloxy)-2,6-dimethylphenyl)-6-chloropyrido[3,4-d]pyrimidin-4(3H)-one